N-phenyl-N-{4-(2-naphthalen-2-yl-benzooxazol-6-yl)-phenyl}-amine C1(=CC=CC=C1)NC1=CC=C(C=C1)C1=CC2=C(N=C(O2)C2=CC3=CC=CC=C3C=C2)C=C1